C1(=CC=CC2=CC3=CC4=CC=CC=C4C=C3C=C12)C(=O)O.C(C#CC)(=O)N[C@@H]1CN(CCC1)C1=C2C3=C(NC2=C(C=C1F)C(=O)N)CCCCC3 (S)-1-(3-(but-2-ynamido)piperidin-1-yl)-2-fluoro-5,6,7,8,9,10-hexahydrocyclohepta[b]indole-4-carboxamide tetracene-1-carboxylate